C(C)(C)(C)OC(=O)N1CC(CC1)C=CCCCC1(OCCO1)C 3-(5-(2-methyl-1,3-dioxolan-2-yl)pent-1-enyl)pyrrolidine-1-carboxylic acid tert-butyl ester